(3aS,4S,6R,6aR)-2,2-dimethyl-6-(1-methyl-1H-pyrazol-4-yl)tetrahydro-4H-cyclopenta[d][1,3]dioxol-4-ol CC1(O[C@@H]2[C@H](O1)[C@H](C[C@@H]2O)C=2C=NN(C2)C)C